C(C)(C)C1=NOC(=N1)N1CCC(CC1)C(C)OC=1SC2=NC(=CC=C2N1)C=1C=NC(=NC1)S(=O)(=O)C 3-isopropyl-5-(4-(1-((5-(2-(methylsulfonyl)pyrimidin-5-yl)thiazolo[5,4-b]pyridin-2-yl)oxy)ethyl)piperidin-1-yl)-1,2,4-oxadiazol